3-(4-(2-(trifluoromethyl)phenyl)piperidine-1-carbonyl)benzoic acid FC(C1=C(C=CC=C1)C1CCN(CC1)C(=O)C=1C=C(C(=O)O)C=CC1)(F)F